6-(2-amino-6-fluoro-5-(4-morpholino-3-(piperidin-1-ylmethyl)phenyl)pyridin-3-yl)-7-fluoro-3,4-dihydroisoquinolin-1(2H)-one NC1=NC(=C(C=C1C=1C=C2CCNC(C2=CC1F)=O)C1=CC(=C(C=C1)N1CCOCC1)CN1CCCCC1)F